methyl 5-[3-(1-methylpyrazol-4-yl)pyrazolo[1,5-a]pyridin-5-yl]furan-3-carboxylate CN1N=CC(=C1)C=1C=NN2C1C=C(C=C2)C2=CC(=CO2)C(=O)OC